Cl.C(C1=CC=CC=C1)OC1=CC=C(C(=O)NC2=CC=C(C=C2)[C@@H]2CNCCO2)C=C1 |r| (RS)-4-(benzyloxy)-N-(4-(morpholin-2-yl)phenyl)benzamide hydrochloride